(ethylsulfonyl)-4-azaspiro[2.5]octan C(C)S(=O)(=O)C1CC12NCCCC2